C(N)(=O)C=1C=C(C=CC1)NC(C1=C(C=C(C=C1)C(F)(F)F)OC1=C(C=C(C=C1)F)C)=O N-(3-carbamoylphenyl)-2-(4-fluoro-2-methylphenoxy)-4-(trifluoromethyl)benzamide